calcium 2,2-dimethylpropanedioate CC(C(=O)[O-])(C(=O)[O-])C.[Ca+2]